S1C(=NC2=C1C=CC=C2)NC2=C(C1=C(N=N2)N(CCC1)C=1SC(=C(N1)C(=O)O)CCCOC1=C(C=C(C=C1)N1CCN(CC1)C)F)C {3-[(1,3-benzothiazol-2-yl)amino]-4-methyl-5H,6H,7H,8H-pyrido[2,3-c]Pyridazin-8-yl}-5-{3-[2-fluoro-4-(4-methylpiperazin-1-yl)phenoxy]Propyl}-1,3-thiazole-4-carboxylic acid